O1COC2=C1C=CC(=C2)C=C(C=O)C 3-(1,3-benzodioxol-5-yl)-2-methylpropenal